3-methanesulfonamido-N-[(1s,4s)-4-{[2-(trifluoromethyl)imidazo[1,2-a]pyridin-5-yl]amino}cyclohexyl]benzamide CS(=O)(=O)NC=1C=C(C(=O)NC2CCC(CC2)NC2=CC=CC=3N2C=C(N3)C(F)(F)F)C=CC1